NC1=NC2=C(N1C13CN(CC(CC1)C3)CCOC3=C(C=NN3C)C3=NC(=CC(=C3)C(=O)OC)C)C=C(C=C2)Br methyl 2-(5-{2-[1-(2-amino-6-bromo-1,3-benzodiazol-1-yl)-3-azabicyclo[3.2.1]octan-3-yl] ethoxy}-1-methylpyrazol-4-yl)-6-methylpyridine-4-carboxylate